((8-methoxy-5-(pyrrolidin-2-yl)-2,7-naphthyridin-3-yl)amino)-7,7-dimethyl-7,8-dihydro-5H-pyrano[4,3-b]pyridin-5-one COC=1N=CC(=C2C=C(N=CC12)NC1=CC=C2C(=N1)CC(OC2=O)(C)C)C2NCCC2